NCCNCCC[Si](OC(C)C)(OC(C)C)OC(C)C gamma-(2-aminoethyl)aminopropyltriisopropoxysilane